N-((1S,4S,5S)-2-azabicyclo[2.2.1]heptan-5-yl)-4-(4-((1,3-dimethyl-1H-indazol-6-yl)oxy)pyridin-2-yl)-2-methylbenzamide [C@@H]12NC[C@@H]([C@H](C1)NC(C1=C(C=C(C=C1)C1=NC=CC(=C1)OC1=CC=C3C(=NN(C3=C1)C)C)C)=O)C2